2-(6-(((1R,5S,7R)-3-oxa-9-azabicyclo[3.3.1]non-7-yl)oxy)pyridazin-3-yl)-5-(1H-pyrazol-4-yl)phenol [C@H]12COC[C@H](CC(C1)OC1=CC=C(N=N1)C1=C(C=C(C=C1)C=1C=NNC1)O)N2